9-(4-[1,1'-biphenyl]-4-yl-6-phenyl-1,3,5-triazin-2-yl)-1-bromo-9H-carbazole C1(=CC=C(C=C1)C1=NC(=NC(=N1)C1=CC=CC=C1)N1C2=CC=CC=C2C=2C=CC=C(C12)Br)C1=CC=CC=C1